ClC=1C=C(C=C2C=CC(=NC12)NC1=CC=C(C=C1)OC(F)(F)F)OP(O)(O)=O phosphoric acid mono-[8-chloro-2-(4-trifluoromethoxy-phenylamino)-quinolin-6-yl] ester